CC=1OC=C(N1)[C@H]1N(OCC1)C(=O)C1CCN(CC1)C1=NC=CC(=N1)N1C(C2(CC2)CC1)=O 5-[2-[4-[(3S)-3-(2-methyl-1,3-oxazol-4-yl)-1,2-oxazolidine-2-carbonyl]piperidin-1-yl]pyrimidin-4-yl]-5-azaspiro[2.4]heptan-4-one